Triethoxy-3-(2-imidazolin-1-yl)propylsilan C(C)O[Si](CCCN1C=NCC1)(OCC)OCC